2,2,2-trifluoroethyl 1-fluoroethyl ether FC(C)OCC(F)(F)F